BrC1=CC=C(C=C1)NS(=O)(=O)C=1C=C(C(=O)NCC(C=2OC=CC2)N(C)C)C=CC1 3-(N-(4-bromophenyl)sulfamoyl)-N-(2-(dimethylamino)-2-(furan-2-yl)ethyl)benzamide